CCCCC(=O)O[C@@]1([C@H](C[C@@H]2[C@@]1(C[C@@H]([C@]3([C@H]2CCC4=CC(=O)C=C[C@@]43C)F)O)C)C)C(=O)CO The molecule is a steroid ester that is betamethasone in which the hydroxy group at the 17alpha position has been converted to the corresponding pentanoate ester. It has a role as an anti-inflammatory drug. It is a steroid ester, a 20-oxo steroid, a 21-hydroxy steroid, an 11beta-hydroxy steroid, a fluorinated steroid, a 3-oxo-Delta(1),Delta(4)-steroid and a primary alpha-hydroxy ketone. It derives from a betamethasone.